CC1=CC=C(C=C1)C(C=CSC1=NC2=C(N1)C=C(C=C2)C)=O 1-(4-Methylphenyl)-3-[(6-methyl-1H-benzimidazol-2-yl)sulfanyl]prop-2-en-1-on